(3Z,6S,7Z,9E,11E,13R,15Z,18Z)-21-(4-methyl-2,6,7-trioxabicyclo[2.2.2]octan-1-yl)henicosa-3,7,9,11,15,18-hexaene-6,13-diol CC12COC(OC1)(OC2)CC\C=C/C\C=C/C[C@H](/C=C/C=C/C=C\[C@H](C\C=C/CC)O)O